N-(5-(5-cyanopyrazin-2-yl)-4-((2-(1,1-difluoroethyl)-6-ethylpyrimidin-4-yl)amino)pyridin-2-yl)acetamide C(#N)C=1N=CC(=NC1)C=1C(=CC(=NC1)NC(C)=O)NC1=NC(=NC(=C1)CC)C(C)(F)F